C(#N)C1=CC=2N(N=C1)C(=CC2)C2=NC=C(C(=O)NC[C@H](C(C)(C)O)F)C(=C2)NC2CCC(CC2)C=2C=NN(C2)CC(F)F 6-(3-cyanopyrrolo[1,2-b]pyridazin-7-yl)-4-(((1r,4R)-4-(1-(2,2-difluoroethyl)-1H-pyrazol-4-yl)cyclohexyl)amino)-N-((R)-2-fluoro-3-hydroxy-3-methylbutyl)nicotinamide